O=C1NC(CCC1NC=1C=C(C(=NC1)C1CCN(CC1)CC(=O)O)F)=O 2-[4-[5-[(2,6-dioxo-3-piperidinyl)amino]-3-fluoro-2-pyridinyl]-1-piperidinyl]acetic acid